OC1=C(OC2=CC=CC=C2C1=O)C1=CC=CC=C1 3-hydroxy-2-phenylchromen-4-one